9,9'-(4-(2-(benzo[d]thiazol-2-yl)phenyl)-3,6-bis(4-(3,6-dimethyl-9H-carbazol-9-yl)phenyl)pyridine-2,5-diyl)bis(9H-carbazole-3-carbonitrile) S1C(=NC2=C1C=CC=C2)C2=C(C=CC=C2)C2=C(C(=NC(=C2N2C1=CC=CC=C1C=1C=C(C=CC21)C#N)C2=CC=C(C=C2)N2C1=CC=C(C=C1C=1C=C(C=CC21)C)C)N2C1=CC=CC=C1C=1C=C(C=CC21)C#N)C2=CC=C(C=C2)N2C1=CC=C(C=C1C=1C=C(C=CC21)C)C